(S)-1-(tert-butoxycarbonyl)-pyrrolidine-3-carboxylic acid C(C)(C)(C)OC(=O)N1C[C@H](CC1)C(=O)O